N-(3'-bromo-2'-(difluoromethyl)-3-fluoro-[1,1'-biphenyl]-4-yl)acetamide BrC=1C(=C(C=CC1)C1=CC(=C(C=C1)NC(C)=O)F)C(F)F